C(C1=CC=CC=C1)OC=1C=C(C(=O)O)C=C(C1OCC1=CC=CC=C1)F 3,4-bis(benzyloxy)-5-fluorobenzoic acid